OC(=CC(=O)N)C1=C(C=CC=C1)C 3-Hydroxy-3-(2-methylphenyl)propenamide